CN1C=CN=CC=C1 6-methyl-3,6-diazepine